C(C)(C)(C)OC(=O)N1C(OC[C@@H]1C1=CC(=C(C=C1)F)C1=NC=NN1C(F)F)(C)C (S)-4-(3-(1-(difluoromethyl)-1H-1,2,4-triazol-5-yl)-4-fluorophenyl)-2,2-dimethyloxazolidine-3-carboxylic acid tert-butyl ester